C(C1=CC=CC=C1)OC(NC(C1=NC(=NC=C1)SC)C1CC1)=O (Cyclopropyl-(2-(methylthio)pyrimidin-4-yl)methyl)carbamic acid benzyl ester